BrC1=C2C=CC=NC2=C(C=C1)NC(=O)NC1=CC(=NO1)C1(CC1)C(F)(F)F 1-(5-bromoquinolin-8-yl)-3-(3-(1-(trifluoromethyl)cyclopropyl)isoxazol-5-yl)urea